(diphenyltriazinyl)[bis(diphenylfluorenyl)]benzene C1(=CC=CC=C1)C1=C(C(=NN=N1)C=1C(=C(C=CC1)C1=C(C(=CC=2C3=CC=CC=C3CC12)C1=CC=CC=C1)C1=CC=CC=C1)C1=C(C(=CC=2C3=CC=CC=C3CC12)C1=CC=CC=C1)C1=CC=CC=C1)C1=CC=CC=C1